FC1=NC=CC(=C1)C=O fluoropyridine-4-carboxaldehyde